C(C)(C)(C)OC(=O)[C@@H]1C[C@H](C1)N1N=CC(=C1)S(=O)(=O)N1CCC(CC1)C1=C(C(N=C(N1)C=1SC=CN1)C1=C(C=C(C=C1)F)Cl)C(=O)OC (trans)-Methyl 6-(1-((1-(3-(tert-butoxycarbonyl)cyclobutyl)-1H-pyrazol-4-yl)sulfonyl)piperidin-4-yl)-4-(2-chloro-4-fluorophenyl)-2-(thiazol-2-yl)-1,4-dihydropyrimidine-5-carboxylate